2-Amino-4-(5-chloro-1-(((R)-1-methyl-2-oxopiperidin-3-yl)amino)-3-(((R)-4-methylmorpholin-2-yl)methoxy)-7,9-dihydrofuro[3,4-f]quinazolin-6-yl)-7-fluorobenzo[b]thiophene-3-carbonitrile NC1=C(C2=C(S1)C(=CC=C2C=2C1=C(C=3C(=NC(=NC3C2Cl)OC[C@H]2CN(CCO2)C)N[C@H]2C(N(CCC2)C)=O)COC1)F)C#N